BrCCN1CCN(CC1)C(=O)OC(C)(C)C 4-(2-Bromoethyl)-1-piperazinecarboxylic acid, 1,1-dimethylethyl ester